S1C(=NC2=C1C=CC=C2)NC(=O)C=2C=CC=C1CCN(CC21)C=2SC(=C(N2)C(=O)OC)C#CCO[Si](C)(C)C(C)(C)C methyl 2-(8-(benzo[d]thiazol-2-ylcarbamoyl)-3,4-dihydroisoquinolin-2(1H)-yl)-5-(3-((tert-butyldimethylsilyl)oxy)prop-1-yn-1-yl)thiazole-4-carboxylate